C(C)(C)(C)OC(NC1CN(CCC1)C(=O)C1=CC2=C(N(C(=N2)C2=CC3=C(NC(C=C3)=O)N2CC)C)C(=C1)OC)=O (1-(2-(1-ethyl-6-oxo-6,7-dihydro-1H-pyrrolo[2,3-b]pyridin-2-yl)-7-methoxy-1-methyl-1H-benzo[d]imidazole-5-carbonyl)piperidin-3-yl)carbamic acid tert-butyl ester